[2-(3,6-diphenyl-9H-carbazol-9-yl)ethyl]phosphoric acid C1(=CC=CC=C1)C=1C=CC=2N(C3=CC=C(C=C3C2C1)C1=CC=CC=C1)CCOP(O)(O)=O